2-[4-[(E)-3-Oxo-3-phenylprop-1-enyl]phenyl]-2-(4-prop-1-en-2-ylphenyl)acetic acid O=C(/C=C/C1=CC=C(C=C1)C(C(=O)O)C1=CC=C(C=C1)C(=C)C)C1=CC=CC=C1